diethylbisphenol A C(C)C=1C(=C(O)C=CC1C(C)(C)C1=CC=C(C=C1)O)CC